1-((S)-4-((tert-butyldimethylsilyl)oxy)butan-2-yl)-6-chloro-3-(((S)-pyrrolidin-2-yl)ethynyl)-1H-pyrazolo[4,3-c]pyridine [Si](C)(C)(C(C)(C)C)OCC[C@H](C)N1N=C(C=2C=NC(=CC21)Cl)C#C[C@H]2NCCC2